COC(=O)C=1C=CC2=C(N(C(=N2)CCl)C)C1 2-(Chloromethyl)-1-methyl-1H-benzimidazole-6-carboxylic acid methyl ester